6-bromo-4-{4-[(2-hydroxy-6-methylphenyl)methyl]piperazin-1-yl}-1-methyl-2-oxo-1,2-dihydro-1,5-naphthyridine-3-carbonitrile BrC=1N=C2C(=C(C(N(C2=CC1)C)=O)C#N)N1CCN(CC1)CC1=C(C=CC=C1C)O